N1CC(C1)OC1=CC=C(N=N1)C(=O)NC1CCC(CC1)OC1=CC(=C(C=C1)C#N)Cl 6-(azetidin-3-yloxy)-N-[4-(3-chloro-4-cyano-phenoxy)cyclohexyl]pyridazine-3-carboxamide